(4-(cyclopent-1-en-1-yl)-3,5-dimethoxyphenyl)methanol C1(=CCCC1)C1=C(C=C(C=C1OC)CO)OC